CC1=NC(=CC(=N1)NC1=NN2C(C=C(C=C2)C=2N(N=CC2CO[C@H]2CN(CC2C)C)C)=C1)C R-N-(2,6-dimethylpyrimidin-4-yl)-5-[4-[(1,4-dimethylpyrrolidin-3-yl)oxymethyl]-2-methyl-pyrazol-3-yl]pyrazolo[1,5-a]pyridin-2-amine